CC1=C(C=CC=C1)S(=O)(=O)N 2-methylbenzenesulfonamide